1,3-Dodecanediamine C(CC(CCCCCCCCC)N)N